C(C1=CC=CC=C1)OC=1C(=C(C=NC1C#N)C=1C=NN(C1)C1CCN(CC1)C(=O)OC(C)(C)C)C Tert-butyl 4-(4-(5-(benzyloxy)-6-cyano-4-methylpyridin-3-yl)-1H-pyrazol-1-yl)piperidine-1-carboxylate